dipropylene glycol bisacrylate C(C=C)(=O)OC(C)COC(C)COC(C=C)=O